7-cyano-4-(isopropylamino)-N-(2-methoxyethyl)-5H-pyrido[3,2-b]indole-3-carboxamide C(#N)C=1C=CC=2C3=C(NC2C1)C(=C(C=N3)C(=O)NCCOC)NC(C)C